[N+](=O)([O-])C1=CN=C(S1)N 5-nitrothiazol-2-amine